ClC1=CC=C(C=C1)CS(=O)(=O)NC1=C(C=C(C=C1F)C1=NC=2C=NC(=NC2N(C1=O)C(C)C)NC1CCC(CC1)N(C)C)F 1-(4-Chlorophenyl)-N-[4-[2-[[4-(dimethylamino)cyclohexyl]amino]-8-isopropyl-7-oxo-pteridin-6-yl]-2,6-difluoro-phenyl]methanesulfonamide